((2S,5S)-2-methyl-2,3-dihydro-2,5-methanobenzo[f][1,4]oxazepin-4(5H)-yl)(4-(trifluoromethyl)bicyclo[2.2.1]heptan-1-yl)methanone C[C@@]12OC3=C([C@@H](N(C1)C(=O)C14CCC(CC1)(C4)C(F)(F)F)C2)C=CC=C3